1-(2-bromoethyl)-3-chlorobenzene BrCCC1=CC(=CC=C1)Cl